C(CCC)[Sn](COC)(CCCC)CCCC tributyl-(methoxymethyl)stannane